ClC1=CC=C(C=C1)[C@H](CC1=NOC(=N1)CN1C(N(C=CC1=O)C([2H])([2H])[2H])=O)O 3-({3-[(2S)-2-(4-chlorophenyl)-2-hydroxyethyl]-1,2,4-oxadiazol-5-yl}methyl)-1-(2H3)methyl-1,2,3,4-tetrahydropyrimidine-2,4-dione